ClC=1C=C2C(C(NC2=CC1)=O)C 5-chloro-3-methyl-indolin-2-one